tert-butyl ((5-methyl-6-((1-(naphthalen-1-yl)cyclopropyl)carbamoyl) indolin-2-yl)methyl)carbamate CC=1C=C2CC(NC2=CC1C(NC1(CC1)C1=CC=CC2=CC=CC=C12)=O)CNC(OC(C)(C)C)=O